CN(C1C(C(C(OC1C)OC1CCC(OC1C)N1C(N=C(C=C1)NC(C(C)C)=O)=O)O)O)C N-(1-(5-((5-(dimethylamino)-3,4-dihydroxy-6-methyltetrahydro-2H-pyran-2-yl)oxy)-6-methyltetrahydro-2H-pyran-2-yl)-2-oxo-1,2-dihydropyrimidin-4-yl)isobutyramide